4-[2-(2,4,6-Trifluorophenoxymethyl)phenyl]piperidine Trifluoroacetic Acid Salt FC(C(=O)O)(F)F.FC1=C(OCC2=C(C=CC=C2)C2CCNCC2)C(=CC(=C1)F)F